7-(1,4-benzodiazepine-1-yl)-2-(2,8-dimethylimidazo[1,2-b]pyridazin-6-yl)pyrido[1,2-a]pyrimidin-4-one N1(C=CN=CC2=C1C=CC=C2)C=2C=CC=1N(C(C=C(N1)C=1C=C(C=3N(N1)C=C(N3)C)C)=O)C2